3-(4-methyl-1-piperazinyl)propyl-triethoxysilane CN1CCN(CC1)CCC[Si](OCC)(OCC)OCC